3-amino-2-methylpropyl-(trihexadecyloxysilane) NCC(C[Si](OCCCCCCCCCCCCCCCC)(OCCCCCCCCCCCCCCCC)OCCCCCCCCCCCCCCCC)C